2-((4-(6-((1H-benzo[d]imidazol-4-yl)methoxy)pyridin-2-yl)piperidin-1-yl)methyl)-1-(2-methoxyethyl)-1H-benzo[d]imidazole-6-carboxylic acid N1C=NC2=C1C=CC=C2COC2=CC=CC(=N2)C2CCN(CC2)CC2=NC1=C(N2CCOC)C=C(C=C1)C(=O)O